BrC[C@@H](CC(=O)OC)CCC methyl (R)-3-bromomethylhexanoate